(1S,2S)-1-(4-chlorophenyl)-2-(furan-2-yl)ethane-1,2-diamine ClC1=CC=C(C=C1)[C@@H]([C@H](N)C=1OC=CC1)N